Cl.BrC1=CC2=CN(N=C2C=C1OC)[C@H]1CNC[C@H]1F 5-bromo-2-((3s,4r)-4-fluoropyrrolidin-3-yl)-6-methoxy-2H-indazole hydrochloride